FC1(CN(C[C@@H](C1)N1S([C@@H](CC1)C)(=O)=O)C(=O)O)F.C(CC)[SiH2]C(OC)OC propyl-(dimethoxymethyl)silane (5R)-3,3-difluoro-5-[(5R)-5-methyl-1,1-dioxo-1λ6,2-thiazolidin-2-yl]piperidine-1-carboxylate